7-Deaza-2-aminopurine NC1=NC=C2CC=NC2=N1